ClC(Cl)[Sn] dichloromethyl-tin